FC1=CC=C(C=C1)N(S(=O)(=O)C1=CC=C(C(=O)NC=2SC=C(N2)C2=NC=CC=C2)C=C1)C 4-(N-(4-fluorophenyl)-N-methylsulfamoyl)-N-(4-(pyridin-2-yl)thiazol-2-yl)benzamide